BrC1=CC=C(C=C1)C1=C2C(=C(C=3C=4C=CC=C5C=CC=C(C13)C54)C5=CC=C(C=C5)Br)C=CC(=C2)C2=CC=C(C=C2)Br 7,9,12-tris(4-bromophenyl)benzo[k]fluoranthene